C(C)(C)(C)OC(=O)N1CC(C1)OC1=CC(=CC(=C1)C(F)(F)F)N 3-(3-amino-5-(trifluoromethyl)phenoxy)azetidine-1-carboxylic acid tert-butyl ester